2-(2-amino-4-bromophenyl)propane-1,3-diol NC1=C(C=CC(=C1)Br)C(CO)CO